FC1=CC=C(C=C1)C1=CC2=C(N=CN=C2N(CC2CCOCC2)C)N1 6-(4-Fluorophenyl)-N-methyl-N-((tetrahydro-2H-pyran-4-yl)methyl)-7H-pyrrolo[2,3-d]pyrimidin-4-amine